tert-butyl N-[3-[[3-[[2-(2,6-dioxo-3-piperidyl)-1,3-dioxo-isoindolin-4-yl] amino] cyclobutyl]-methyl-amino] propyl]-N-methyl-carbamate O=C1NC(CCC1N1C(C2=CC=CC(=C2C1=O)NC1CC(C1)N(CCCN(C(OC(C)(C)C)=O)C)C)=O)=O